BrC1=CC=CC(=N1)CNCC(O)C=1C(=C2COC(C2=CC1)=O)C 5-(2-(((6-bromopyridin-2-yl)methyl)amino)-1-hydroxyethyl)-4-methyl-isobenzofuran-1(3H)-one